Cl.C(C)(C)(C)C1=NOC(=N1)C(=O)N[C@H](C)C1=C(C=C(C=C1)C=1C2=C(N=CN1)NC(=C2)C2=CC=C(C=C2)N2CCNCC2)C (R)-3-(tert-butyl)-N-(1-(2-methyl-4-(6-(4-(piperazin-1-yl)phenyl)-7H-pyrrolo[2,3-d]Pyrimidin-4-yl)phenyl)ethyl)-1,2,4-oxadiazole-5-carboxamide hydrochloride